(3S)-3-{[8-carbamoyl-6-(5-cyano-1-methyl-1H-pyrrol-3-yl)pyrido[3,2-d]pyrimidin-4-yl]amino}piperidine-1-carboxylic acid tert-butyl ester C(C)(C)(C)OC(=O)N1C[C@H](CCC1)NC=1C2=C(N=CN1)C(=CC(=N2)C2=CN(C(=C2)C#N)C)C(N)=O